FC1=C(C=CC(=C1)S(=O)(=O)C(F)(F)F)COC1CN(C1)C(=O)OC(C)(C)C tert-butyl 3-[[2-fluoro-4-(trifluoromethylsulfonyl)phenyl]methoxy]azetidine-1-carboxylate